FC1=CC=C(C=C1)C1=C(N=C(N1)SC)C1=CC(=NC=C1)NC(C)C1=CC=CC=C1 4-[5-(4-Fluorophenyl)-2-(methylthio)-1H-imidazol-4-yl]-N-(1-phenylethyl)-2-pyridinamine